tert-butyl (1-((3-((2-methyloxiran-2-yl)methyl)phenyl)sulfonyl)-piperidin-4-yl)carbamate CC1(OC1)CC=1C=C(C=CC1)S(=O)(=O)N1CCC(CC1)NC(OC(C)(C)C)=O